CN1N=CC=2C1=NC(=CC2N2CC1=C(CC2)N(N=C1C)CC12CCC(CC1)(CC2)NC(CNCC)=O)C N-(4-((5-(1,6-dimethyl-1H-pyrazolo[3,4-b]pyridin-4-yl)-3-methyl-4,5,6,7-tetrahydro-1H-pyrazolo[4,3-c]pyridin-1-yl)methyl)bicyclo[2.2.2]oct-1-yl)-2-(ethylamino)acetamide